CN(CCCC1=C2N(C(N1)=S)C[C@H](C2)C2=C(C(=CC=C2F)F)F)C2CCOCC2 (R)-1-(3-(methyl(tetrahydro-2H-pyran-4-yl)amino)propyl)-6-(2,3,6-trifluorophenyl)-2,5,6,7-tetrahydro-3H-pyrrolo[1,2-c]imidazole-3-thione